FC1(CN(C1)C(=O)OC(C)(C)C)CN1CCC(CC1)N1N=C2C=C(C(=CC2=C1)NC(=O)C=1C=NN2C1N=CC=C2)F tert-butyl 3-fluoro-3-((4-(6-fluoro-5-(pyrazolo[1,5-a]pyrimidine-3-carboxamido)-2H-indazol-2-yl)piperidin-1-yl)methyl)azetidine-1-carboxylate